BrC1=CC2=C(N(C(N2C)=O)C)C=C1Cl 5-bromo-6-chloro-1,3-dimethyl-1H-benzo[d]imidazol-2(3H)-one